C(C)N1C(=CC(C2=CC(=C(C(=C12)F)F)F)=O)C(=O)O 1-ethyl-6,7,8-trifluoro-1,4-dihydro-4-oxo-quinolinecarboxylic acid